C(C)(C)C1=CC(=C(C(=C1O)CC)C)Cl 6-isopropyl-2-ethyl-3-methyl-p-chlorophenol